2-(methylamino)-1-ethanol CNCCO